CC12CC(C1)(C2)C(=O)NC2=CNC1=CC=C(C=C21)OCCC2=CC=C(C=C2)C(F)(F)F 3-methyl-N-(5-(4-(trifluoromethyl)phenethoxy)-1H-indol-3-yl)bicyclo[1.1.1]pentane-1-carboxamide